6-((3-bromo-2-methylbenzyl)oxy)-2,3-dihydro-1H-benzo[des]isoquinoline BrC=1C(=C(COC2=C3CC4=C(CNCC4=C2)C=C3)C=CC1)C